(RS)-4-(2-acryloylisoindolin-4-yl)-5-fluoro-2,3-dimethyl-1H-indole-7-carboxamide C(C=C)(=O)N1CC2=CC=CC(=C2C1)C1=C2C(=C(NC2=C(C=C1F)C(=O)N)C)C